(1r,2s,4s)-4-((tert-butyldiphenylsilyl)oxy)-2-(methoxycarbonyl)-2-methylcyclohexane-1-carboxylic acid [Si](C1=CC=CC=C1)(C1=CC=CC=C1)(C(C)(C)C)O[C@@H]1C[C@]([C@@H](CC1)C(=O)O)(C)C(=O)OC